4,3,5-trihydroxyresveratrol OC1C(CC(=CC1(O)O)C=CC1=CC=C(O)C=C1)(O)O